N-(4-chlorobenzyl)-7-((1-((1-hydroxy-2-methylpropan-2-yl)sulfonyl)cyclopropyl)methyl)-8-oxo-5,6,7,8-tetrahydroimidazo[1,5-a]pyrazine-3-carboxamide ClC1=CC=C(CNC(=O)C2=NC=C3N2CCN(C3=O)CC3(CC3)S(=O)(=O)C(CO)(C)C)C=C1